6-(1-methyl-1H-1,2,3-triazole-4-carboxamido)-7-oxohept-2-enoate CN1N=NC(=C1)C(=O)NC(CCC=CC(=O)[O-])C=O